COC1=C2CC[C@H](C2=CC=C1)NC(=O)C1=CC2=C(N=C(S2)N2CCNCC2)C=C1 (R)-N-(4-methoxy-2,3-dihydro-1H-inden-1-yl)-2-(piperazin-1-yl)benzo[d]thiazole-6-carboxamide